tert-butyl 3-(hydroxymethyl)-2,5-dimethylpiperidine-1-carboxylate OCC1C(N(CC(C1)C)C(=O)OC(C)(C)C)C